1-triethoxysilyl-8-bis(methyldimethoxysilylpropylamino)methylsilyl-octane ethyl-2-amino-3-ethoxybenzoate C(C)OC(C1=C(C(=CC=C1)OCC)N)=O.C(C)O[Si](CCCCCCCC[SiH2]C(NCCC[Si](C)(OC)OC)NCCC[Si](OC)(OC)C)(OCC)OCC